FC1=CC=2N(C=C1)C(=CN2)C(=O)N2CC1=C(CC2)C(=CS1)C(=O)NC=1C=NC=C(C1)C(F)(F)F 6-(7-fluoroimidazo[1,2-a]pyridine-3-carbonyl)-N-(5-(trifluoromethyl)pyridin-3-yl)-4,5,6,7-tetrahydrothieno[2,3-c]pyridine-3-carboxamide